11-methyl-octadecanoic acid CC(CCCCCCCCCC(=O)O)CCCCCCC